N-{3-[4-(dimethylamino)quinolin-6-yl]phenyl}prop-2-enamide CN(C1=CC=NC2=CC=C(C=C12)C=1C=C(C=CC1)NC(C=C)=O)C